CC=1C=C(C=CC1)C1=NC(=C2N1C1=CC=CC=C1C=C2)C#N 1-(3-methylphenyl)imidazo[1,5-a]quinoline-3-carbonitrile